4-Chloro-3-(5-chloropent-1-yn-1-yl)pyridin-2-amine ClC1=C(C(=NC=C1)N)C#CCCCCl